(2-carbamothioyl-2,2-dimethylethyl)carbamate C(N)(=S)C(CNC([O-])=O)(C)C